β-(2-naphthyl)L-alanine C1=C(C=CC2=CC=CC=C12)C[C@H](N)C(=O)O